[2H]C1([C@@](C([C@@H]2CC[C@H]3[C@@H]4CC[C@H]([C@@H](CCCC(C)C)C)[C@]4(CC[C@@H]3[C@]2(C1)C)C)([2H])[2H])(O)[2H])[2H] 2,2,3,4,4-pentadeuterio-5α-cholestan-3β-ol